N1(CCC1)C1=CC2=C(C=C(O2)C(=O)NS(=O)(=O)C2=C(C=CC=C2OC(C)C)Cl)C(=C1)F 6-(Azetidin-1-yl)-N-{2-chloro-6-[(propan-2-yl)oxy]benzene-1-sulfonyl}-4-fluoro-1-benzofuran-2-carboxamide